[Si](C1=CC=CC=C1)(C1=CC=CC=C1)(C(C)(C)C)O[C@H]1[C@H](N(CC1)C(=O)OC(C)(C)C)C(=O)OC 1-(tert-butyl) 2-methyl (2S,3R)-3-((tert-butyl diphenylsilyl)oxy)pyrrolidine-1,2-dicarboxylate